1-(3-(4-(4-carboxy-4-methylpentyl)phenyl)propyl)cyclopropane-1-carboxylic acid C(=O)(O)C(CCCC1=CC=C(C=C1)CCCC1(CC1)C(=O)O)(C)C